Cl.IC1=CC=C(CNCCC)C=C1 N-(4-iodobenzyl)propan-1-amine HCl salt